C(#N)C1=CC=C(C=C1)NC(=O)N1C2CCC1CC=1C(=NC=CC12)F N-(4-cyanophenyl)-1-fluoro-6,7,8,9-tetrahydro-5H-5,8-epiminocyclohepta[c]pyridine-10-carboxamide